(R)-proline N1[C@H](CCC1)C(=O)O